2-(3',5'-di(α,α-dimethylbenzyl)-2'-hydroxyphenyl)benzotriazole Methyl-4-chloro-2,5-difluoronicotinate COC(C1=C(N=CC(=C1Cl)F)F)=O.CC(C1=CC=CC=C1)(C)C=1C(=C(C=C(C1)C(C1=CC=CC=C1)(C)C)N1N=C2C(=N1)C=CC=C2)O